dimethyl-N,N-dibutylaminopropionamide CC(C(=O)N(NCCCC)NCCCC)(C)C